BrC=1C(=NC(=CC1)SC)C 3-bromo-2-methyl-6-(methylthio)pyridine